The molecule is a methyl glycoside that is alpha-L-Fucp-(1->3)-[beta-D-Glcp-(1->4)]-beta-D-GlcpNAc (Le(x)) in which the hydroxy group at the reducing-end anomeric centre is methylated. It is a methyl glycoside and a trisaccharide derivative. C[C@H]1[C@H]([C@H]([C@@H]([C@@H](O1)O[C@@H]2[C@H]([C@@H](O[C@@H]([C@H]2O[C@H]3[C@@H]([C@H]([C@@H]([C@H](O3)CO)O)O)O)CO)OC)NC(=O)C)O)O)O